ClC=1C=C2C(=NC(=NC2=C(C1C1=CC(=CC2=CC=C(C(=C12)C#C)F)O)F)OC[C@@]/1(CN(CC\C1=C/F)C)C)N1CCOC[C@](C1)(O)C (6S)-4-(6-chloro-7-(8-ethynyl-7-fluoro-3-hydroxynaphthalen-1-yl)-8-fluoro-2-(((S,E)-4-fluoromethylene-1,3-dimethylpiperidin-3-yl)methoxy)quinazolin-4-yl)-6-methyl-1,4-oxazepan-6-ol